3-(2-hydroxypentan-3-yl)-1H-imidazol-2(3H)-one OC(C)C(CC)N1C(NC=C1)=O